FC(C1=CC=CC(=N1)C(=O)NC1=CC2=CNN=C2C=C1C(=O)[O-])(F)F 5-(6-(trifluoromethyl)picolinamido)-2H-indazole-6-carboxylate